[N+](=O)([O-])C1=CC=C(C=C1)/N=N/C1=CC=C(CNC(OC(C)(C)C)=O)C=C1 tert-butyl (E)-(4-((4-nitrophenyl)diazenyl)benzyl)carbamate